ClC=1C=C2C=C(NC2=CC1)CNC(N([C@H]1CN(CCC1)C(=O)C1=C(C=NO1)C)C)=O (R)-3-((5-chloro-1H-indol-2-yl)methyl)-1-methyl-1-(1-(4-methylisoxazole-5-carbonyl)piperidin-3-yl)urea